NC1=NC2=CC(=CC=C2C=C1)CN(C(=O)C=1C=NC(=NC1)C(F)(F)F)C1=CC=CC=2N=CSC21 N-[(2-aminoquinolin-7-yl)methyl]-N-(1,3-benzothiazol-7-yl)-2-(trifluoromethyl)pyrimidine-5-carboxamide